N(CCO)(CCO)CCO.B(O)(O)O boric acid triethanolamine salt